FC(C1=CC=C(C(=N1)OC)[C@H]1[C@@H](O[C@]([C@H]1C)(C(F)(F)F)C)C(=O)NC1=CC(=NC=C1)C(=O)N)F |o1:10,11,13,14| rel-(2R,3S,4S,5R)-4-[[3-[6-(difluoromethyl)-2-methoxy-3-pyridyl]-4,5-dimethyl-5-(trifluoromethyl)tetrahydrofuran-2-carbonyl]amino]pyridine-2-carboxamide